C(C)C(C(=O)OCC(COC(C(CCCC)CC)=O)(COCC(COC(C(CCCC)CC)=O)(COC(C(CCCC)CC)=O)COC(C(CCCC)CC)=O)COC(C(CCCC)CC)=O)CCCC dipentaerythritol hexa(2-ethylhexanoate)